COC1=CC=C(C=C1)C1C(OC=C1C1=CC=C(C=C1)OC)=O 3,4-bis(4-methoxyphenyl)furan-2-one